1-fluoro-3-(tetrahydro-2H-pyran-2-yl)-7,8,9,10-tetrahydrocyclohepta[e]indazol-6(3H)-one FC1=NN(C=2C=CC3=C(C12)CCCCC3=O)C3OCCCC3